1,1,5,5-tetrachloro-1,5-disilahexane Cl[SiH](CCC[Si](C)(Cl)Cl)Cl